(6-cyano-4-(3-cyanophenyl)-6,7-dihydro-5H-pyrrolo[3,4-d]pyrimidin-2-yl)acetamide C(#N)N1CC=2N=C(N=C(C2C1)C1=CC(=CC=C1)C#N)CC(=O)N